C1(CC1)CNC1=NC2=CC(=CC=C2C=C1)OC[C@H]1S[C@H]([C@@H]2OC(O[C@@H]21)(C)C)N2C=CC1=C2N=CN=C1C N-(cyclopropylmethyl)-7-(((3aS,4R,6R,6aR)-2,2-dimethyl-6-(4-methyl-7H-pyrrolo[2,3-d]pyrimidin-7-yl)tetrahydrothieno[3,4-d][1,3]dioxol-4-yl)methoxy)quinolin-2-amine